N-(5-bromothiazol-2-yl)-1-isobutyl-6-oxo-1,6-dihydropyridine-3-carboxamide BrC1=CN=C(S1)NC(=O)C1=CN(C(C=C1)=O)CC(C)C